C(C)(=O)NC1CC2(CCOCC2)OC2=CC(=CC=C12)C=1C=C(C=CC1C)NC(C1=CC(=NC=C1)C(F)(F)F)=O N-(3-(4-acetylamino-2',3',5',6'-tetrahydrospiro[chromane-2,4'-pyran]-7-yl)-4-methylphenyl)-2-(trifluoromethyl)isonicotinamide